S1C=C(C2=C1C=CC=C2)CC(C)N 1-(1-benzothiophen-3-yl)propan-2-amine